benzyl (4S)-3-tert-butoxycarbonyl-2,2-dioxo-1,2,3-oxathiazine-4-carboxylate C(C)(C)(C)OC(=O)N1S(OC=C[C@H]1C(=O)OCC1=CC=CC=C1)(=O)=O